N-(6-(4,4-dimethylcyclohexyl)-1-(4-methoxyphenyl)-1H-pyrazolo[3,4-d]pyrimidin-4-yl)-5-nitrothiophene-2-carboxamide CC1(CCC(CC1)C1=NC(=C2C(=N1)N(N=C2)C2=CC=C(C=C2)OC)NC(=O)C=2SC(=CC2)[N+](=O)[O-])C